3-(2-amino-6-hydroxy-5-(2-methoxybenzyl)pyrimidin-4-yl)propionitrile NC1=NC(=C(C(=N1)CCC#N)CC1=C(C=CC=C1)OC)O